C(C1=CC=CC=C1)C1=CC(N(C2=CC=CC=C12)CC)=O 4-benzyl-1-ethyl-quinolin-2(1H)-one